F[C@H]1CN(CC[C@H]1NC(=O)N1CCC(CC1)NC1=NC(=NC=C1Cl)NC=1C=C2CN(C(C2=CC1)=O)C)C N-((3S,4R)-3-fluoro-1-methylpiperidin-4-yl)-4-({5-chloro-2-[(2-methyl-1-oxoisoindol-5-yl)amino]pyrimidin-4-yl}amino)-piperidine-1-carboxamide